tert-butyl ((2R,3R)-2-(cyclopropylmethyl)-5-oxopyrrolidin-3-yl)carbamate C1(CC1)C[C@H]1NC(C[C@H]1NC(OC(C)(C)C)=O)=O